C[C@@H]1COCCN1C1=NC=2N(C(=C1)C1(CC1)S(=O)(=O)C)N=CC2C=2N(C=CC2)C(=O)OC(C)(C)C Tert-butyl (R)-2-(5-(3-methylmorpholino)-7-(1-(methylsulfonyl) cyclopropyl) pyrazolo[1,5-a]pyrimidin-3-yl)-1H-pyrrole-1-carboxylate